((N-(1-ethyl-2-oxo-1,2-dihydrobenzo[cd]indol-6-yl)sulfamoyl)methyl)benzoic acid C(C)N1C(C2=C3C(C(=CC=C13)NS(=O)(=O)CC1=C(C(=O)O)C=CC=C1)=CC=C2)=O